N-(5,6-difluoro-1H-indol-3-yl)-3-methoxy-4-(trifluoro-methyl)benzamide (6S)-tetrahydrofolate C(CC[C@@H](C(=O)O)NC(=O)C1=CC=C(NC[C@H]2CNC=3N=C(N)NC(=O)C3N2)C=C1)(=O)O.FC=1C=C2C(=CNC2=CC1F)NC(C1=CC(=C(C=C1)C(F)(F)F)OC)=O